CN(C)C=C(C(=O)Cl)C 3-(N,N-dimethylamino)methacryloyl chloride